4-((S)-1-((R)-1-((1H-imidazol-4-yl)amino)-1-oxopropan-2-yl)-4,4-difluoropiperidin-3-yl)pyridine 1-oxide N1C=NC(=C1)NC([C@@H](C)N1C[C@@H](C(CC1)(F)F)C1=CC=[N+](C=C1)[O-])=O